ClC=1C2=CC=CC=C2C(=C2C=CC=CC12)Cl 9,10-dichloro-anthracene